6-chloro-1-(2-methyl-2H-indazol-6-yl)-1,2-dihydro-3H-pyrazolo[4,3-c]pyridin-3-one ClC1=CC2=C(C=N1)C(NN2C=2C=CC1=CN(N=C1C2)C)=O